4-(4-((5-Chloro-6-(2H-1,2,3-triazol-2-yl)pyridin-3-yl)carbamoyl)-5-(trifluoromethyl)-1H-pyrazol-1-yl)chinolin-1-oxid ClC=1C=C(C=NC1N1N=CC=N1)NC(=O)C=1C=NN(C1C(F)(F)F)C1=CC=[N+](C2=CC=CC=C12)[O-]